ClC1=C(C=C(C=C1)C=1NC(C=2N(C1)N=C(C2C2CC2)C(=O)O)=O)OC(F)(F)F 6-[4-Chloro-3-(trifluoromethoxy)phenyl]-3-cyclopropyl-4-oxo-4,5-dihydropyrazolo[1,5-a]pyrazine-2-carboxylic acid